OCC(C(C\C=C\C1=CC=CC=C1)(C(F)(F)F)C(F)(F)F)NC(OC(C)(C)C)=O tert-butyl (E)-(1-hydroxy-6-phenyl-3,3-bis(trifluoromethyl)hex-5-en-2-yl)carbamate